1-(4-((4-(aminomethyl)phenyl)amino)phenyl)-4-(trifluoromethyl)piperidin-4-ol NCC1=CC=C(C=C1)NC1=CC=C(C=C1)N1CCC(CC1)(O)C(F)(F)F